C(C)(C)(C)C1(SCCCS1)/C=C/C1=CNC2=CC=CC=C12 (E)-3-(2-(2-(tert-butyl)-1,3-dithian-2-yl)vinyl)-1H-indol